6-(4-(4-(4-Iodobenzyl)piperazin-1-yl)phenyl)-1,4-dimethyl-2-(4-(methylsulfonyl)phenyl)-1H-pyrrolo[3,2-c]pyridin IC1=CC=C(CN2CCN(CC2)C2=CC=C(C=C2)C2=CC3=C(C(=N2)C)C=C(N3C)C3=CC=C(C=C3)S(=O)(=O)C)C=C1